N1N=CC2=CC(=CC=C12)C=1C2=C(NN1)C1=C(C2)SC(=C1)C=1C=NC(=CC1)C 3-(1H-indazol-5-yl)-6-(6-methylpyridin-3-yl)-1,4-dihydrothieno[2',3':4,5]cyclopenta[1,2-c]pyrazole